nonadecyl heptadecanoate C(CCCCCCCCCCCCCCCC)(=O)OCCCCCCCCCCCCCCCCCCC